7-chloro-5-(7-(difluoromethyl)-6-(1-methyl-1H-pyrazol-4-yl)-3,4-dihydroquinolin-1(2H)-yl)-1-methyl-1H-indole-3-carboxylic acid methyl ester COC(=O)C1=CN(C2=C(C=C(C=C12)N1CCCC2=CC(=C(C=C12)C(F)F)C=1C=NN(C1)C)Cl)C